Methyl 3-(7-nitro-3-oxo-1,4-benzoxazin-4-yl)propanoate [N+](=O)([O-])C1=CC2=C(N(C(CO2)=O)CCC(=O)OC)C=C1